(6,6-dimethyl-6,7-dihydro-4H-pyrazolo[5,1-c][1,4]oxazin-2-yl)methanol CC1(CN2C(CO1)=CC(=N2)CO)C